(R)-N-(1-(6,7-difluoro-4-oxo-3,4-dihydrophthalazin-1-yl)ethyl)-N-methyl-4-(trifluoromethyl)benzamide FC=1C=C2C(NN=C(C2=CC1F)[C@@H](C)N(C(C1=CC=C(C=C1)C(F)(F)F)=O)C)=O